(-)-6-{[(trans,trans)-4-(4-methoxyphenyl)-2-methylpiperidin-3-yl]methoxy}-2,3-dihydro-1H-isoindol-1-one COC1=CC=C(C=C1)C1C(C(NCC1)C)COC1=CC=C2CNC(C2=C1)=O